N-(2,4-dimethoxybenzyl)-7-(3-iodophenyl)-2,6-naphthyridin-1-amine COC1=C(CNC2=NC=CC3=CN=C(C=C23)C2=CC(=CC=C2)I)C=CC(=C1)OC